C(C)(C)(C)OC(=O)N[C@H](CC1=C(C2=NSC(=C2S1)N(C(OC(C)(C)C)=O)CC=1SC=CC1)C#CC(C)C)C tert-butyl N-{5-[(2S)-2-[(tert-butoxycarbonyl)amino]propyl]-6-(3-methylbut-1-yn-1-yl)thieno[3,2-c][1,2]thiazol-3-yl}-N-(thiophen-2-ylmethyl)carbamate